tert-butyl (tert-butoxycarbonyl)(6-methyl-1,2,4-triazin-3-yl)carbamate C(C)(C)(C)OC(=O)N(C(OC(C)(C)C)=O)C=1N=NC(=CN1)C